COC=1N=C2C(=CC=NC2=CC1OC)OC1=C(C=C(C=C1)NC(=O)C1=CN(C=C(C1=O)C1=CC=C(C=C1)F)CCN1C=NC=C1)F N-[4-[(6,7-Dimethoxy-1,5-naphthyridin-4-yl)oxy]-3-fluorophenyl]-5-(4-fluorophenyl)-1-(2-imidazol-1-ylethyl)-4-oxopyridine-3-carboxamide